[Cl-].C(C1=CC=CC=C1)[N+](C)(CCO)CCO benzyl-bis(2-hydroxyethyl)methyl-ammonium chloride